N-(2-aminoethyl)-8-aminooctyltriethoxysilane NCCNCCCCCCCC[Si](OCC)(OCC)OCC